3-bromo-N-(3-methoxy-2,6-dimethylphenyl)-5,6-dimethylpyridin-2-amine BrC=1C(=NC(=C(C1)C)C)NC1=C(C(=CC=C1C)OC)C